2-(2-chloro-6-fluorophenyl)-1-((1s,3r)-3-(hydroxymethyl)-1-methyl-5-(1-(oxetan-3-yl)-1H-pyrazol-4-yl)-3,4-dihydroisoquinolin-2(1H)-yl)ethan-1-one ClC1=C(C(=CC=C1)F)CC(=O)N1[C@H](C2=CC=CC(=C2C[C@@H]1CO)C=1C=NN(C1)C1COC1)C